C(CCCCC)C(COC(CCCCCCCCCCCCCCCCC)=O)CCCCCCCC 2-Hexyldecyl-stearat